C(C)(C)(C)OC([C@@H](CC=1C=CC2=C(C(=CO2)CC=O)C1)[C@@H]1CN(CC1)C(=O)OC(C)(C)C)=O tert-butyl (R)-3-((S)-1-(tert-butoxy)-1-oxo-3-(3-(2-oxoethyl)benzofuran-5-yl)propan-2-yl)pyrrolidine-1-carboxylate